diazinimine N=1NC(C=CC1)=N